2-((3,5-dichlorophenyl)amino)-6,8-dimethylquinazolin-4(3H)-one ClC=1C=C(C=C(C1)Cl)NC1=NC2=C(C=C(C=C2C(N1)=O)C)C